(R)-4-(3-(2,4-dichlorophenyl)-2,3-dihydrobenzo[b][1,4]dioxin-5-yl)piperidine ClC1=C(C=CC(=C1)Cl)[C@H]1OC2=C(OC1)C=CC=C2C2CCNCC2